CC(C(=O)OC(CN1CCC(CC1)NC1=C2C=C(N(C2=CC=C1)CC(F)(F)F)C#CCNC1=C(C=C(C=C1)S(N)(=O)=O)OC)COC(C(C)C)=O)C 1-{4-[(2-{3-[(2-methoxy-4-sulfamoylphenyl)amino]prop-1-yn-1-yl}-1-(2,2,2-trifluoroethyl)-1H-indol-4-yl)amino]piperidin-1-yl}-3-[(2-methylpropanoyl)oxy]propan-2-yl 2-methylpropanoate